CC1=NN2C(N=C(C3=CC=CC=C23)NCCCN2CCOCC2)=C1 2-methyl-N-(3-morpholinopropyl)pyrazolo[1,5-a]quinazolin-5-amine